FC(S(=O)(=O)NC(CC1N(C(CC1)=O)CC1=CC(=CC=C1)F)=O)F N-(difluoromethylsulfonyl)-2-[1-[(3-fluorophenyl)methyl]-5-oxopyrrolidin-2-yl]acetamid